sulfenyl-ammonium tert-butyl-N-[2-[(3-amino-5-bromopyridin-2-yl)oxy]ethyl]-N-(propan-2-yl)carbamate C(C)(C)(C)OC(N(C(C)C)CCOC1=NC=C(C=C1N)Br)=O.S=[NH2+]